5-Methoxy-6-(3-methylimidazo[4,5-c]pyridin-7-yl)-3-[4-[(1-methyl-4-piperidyl)oxy]anilino]pyrazine-2-carboxamide COC=1N=C(C(=NC1C=1C2=C(C=NC1)N(C=N2)C)C(=O)N)NC2=CC=C(C=C2)OC2CCN(CC2)C